C(CCCCCCCCCCC)OC(CCCCCCCCCCCCCCCCC(=O)O)=O 18-(dodecyloxy)-18-oxooctadecanoic acid